OC(C)(C)[C@@H]1CC[C@H](CC1)NC(C1=CC=C(C=C1)C1=NC=CC2=C1C=CN2)=O N-[trans-4-(2-hydroxypropan-2-yl)cyclohexyl]-4-(1H-pyrrolo[3,2-c]pyridin-4-yl)benzamide